C(C)(=O)OCCCCCCCCCCCC\C=C/CCCCCCCC (Z)-docos-13-en-1-yl acetate